N1=NCC=2C1=CN=CC2 3H-pyrazolo[3,4-c]Pyridine